2-(3-(((4-(2-((6-(4H-1,2,4-triazol-4-yl)-1H-indazol-4-yl)oxy)ethoxy)butyl)amino)methyl)-5-(trifluoromethoxy)phenoxy)ethanol N=1N=CN(C1)C1=CC(=C2C=NNC2=C1)OCCOCCCCNCC=1C=C(OCCO)C=C(C1)OC(F)(F)F